O1CCN(CC1)CCNC1=C(C=C(C=C1)N)C(F)(F)F N1-(2-morpholinoethyl)-2-(trifluoromethyl)benzene-1,4-diamine